C(#N)C1=CC(=C(C=C1)COC1=CC=CC(=N1)C=1C(=NC(=NC1)CC1=NC2=C(N1C[C@H]1OCC1)C=C(C=C2)C(=O)O)C)F 2-[(5-(6-[(4-cyano-2-fluorophenyl)methoxy]pyridin-2-yl)-4-methylpyrimidin-2-yl)methyl]-1-{[(2S)-oxetan-2-yl]methyl}-1H-1,3-benzodiazole-6-carboxylic acid